6-(7-cyano-2-methyl-indazol-5-yl)-2-(1,2,3,6-tetrahydropyridin-4-yl)-1,3-benzothiazole-4-carbonitrile hydrochloride Cl.C(#N)C1=CC(=CC2=CN(N=C12)C)C=1C=C2C(N=C(S2)C=2CCNCC2)=C(C1)C#N